F[C@H]1CN(CC[C@H]1NC1=CC=CC2=C1SC(=C2CC(F)(F)F)C#CCNC2=C(C=C(C=C2)P2(CCCC2)=O)OC)C 1-(4-((3-(7-(((3S,4R)-3-fluoro-1-methylpiperidin-4-yl)amino)-3-(2,2,2-trifluoroethyl)benzo[b]thiophen-2-yl)prop-2-yn-1-yl)amino)-3-methoxyphenyl)phospholane 1-oxide